2-(2,6-dimethyl-4-(2-(4-(4-(trifluoromethyl)benzyl)piperazin-1-yl)ethyl)phenoxy)-2-methylpropanoic acid ethyl ester C(C)OC(C(C)(C)OC1=C(C=C(C=C1C)CCN1CCN(CC1)CC1=CC=C(C=C1)C(F)(F)F)C)=O